FC=1C=2N(C=CC1)C=NC2C(=O)N 8-fluoroimidazo[1,5-a]pyridine-1-carboxamide